1-(2-hydroxy-2-methylpropyl)piperidin OC(CN1CCCCC1)(C)C